silver-antimony selenium [Se].[Sb].[Ag]